3-(trifluoromethoxy)-5-triisopropylsilylsulfanyl-benzoic acid methyl ester COC(C1=CC(=CC(=C1)S[Si](C(C)C)(C(C)C)C(C)C)OC(F)(F)F)=O